C(=C)C1=CC=C(C=C1)[Si](C)(C)O (4-vinyl-phenyl)-hydroxydimethyl-silane